FC1CN(CC(C1NC(=O)C1=CC(=CC=2N(C=NC21)CC(F)(F)F)C#CCNC2=C(C=C(C=C2)S(=O)(=O)C)OC)C)C N-(3-fluoro-1,5-dimethyl-4-piperidyl)-6-[3-(2-methoxy-4-methylsulfonyl-anilino)prop-1-ynyl]-1-(2,2,2-trifluoroethyl)benzimidazole-4-carboxamide